OC=1C=C2C(=CNC2=CC1)CCNC(=O)C1=NC2=CC(=C(C=C2N(C1=O)C[C@@H]([C@@H]([C@@H](CO)O)O)O)C)C N-(2-(5-hydroxy-1H-indol-3-yl)ethyl)-6,7-dimethyl-3-oxo-4-((2S,3S,4R)-2,3,4,5-Tetrahydroxypentyl)-3,4-dihydroquinoxaline-2-carboxamide